1-(2-(3,3-dimethylazetidin-1-yl)ethyl)-4-(4,4,5,5-tetramethyl-1,3,2-dioxaborolan-2-yl)-1H-pyrazole CC1(CN(C1)CCN1N=CC(=C1)B1OC(C(O1)(C)C)(C)C)C